2-aminopropyl-piperazine NC(CN1CCNCC1)C